11',12'-dimethyl-3,4-dihydro-2H,15'H-spiro[naphthalene-1,22'-[20]oxa[13]thia[1,14]diazatetracyclo[14.7.2.0~3,6~.0~19,24~]pentacosa[16,18,24]trien]-15'-one 13',13'-dioxide CC1CCCCC2CCC2CN2CC3(COC4=CC=C(C(NS(C1C)(=O)=O)=O)C=C24)CCCC2=CC=CC=C23